N-(5-(4-(trifluoromethyl)phenyl)-1,2,3,4-tetrahydroisoquinolin-7-yl)acetamide hydrochloride Cl.FC(C1=CC=C(C=C1)C1=C2CCNCC2=CC(=C1)NC(C)=O)(F)F